CC(C(C(=O)O)(C)C)O.C1(CCCCC1)P(C1(C(C1)(C1=CC=CC=C1)C1=CC=CC=C1)C)C1CCCCC1 dicyclohexyl-(2,2-diphenyl-1-methylcyclopropyl)phosphine methyl-2,2-dimethylhydroxypropionate